N-(4-(3-Isopropyl-2-(8-methoxy-[1,2,4]triazolo[1,5-a]pyridin-6-yl)-1H-indol-5-yl)cyclohexyl)-N,O-dimethylhydroxylamin C(C)(C)C1=C(NC2=CC=C(C=C12)C1CCC(CC1)N(OC)C)C=1C=C(C=2N(C1)N=CN2)OC